3-((4-carbamoyl-2,6-difluorophenoxy)methyl)-4-chloro-7-(hydroxymethyl)benzo[b]thiophene-2-carboxylic acid ethyl ester C(C)OC(=O)C1=C(C2=C(S1)C(=CC=C2Cl)CO)COC2=C(C=C(C=C2F)C(N)=O)F